C(C)(C)(C)[Ti]OCCCC t-butyl-butoxytitanium